C1(=CC=CC=C1)S(=O)(=O)N1C=C(C2=C1N=C(N=C2)NCC(C)(C)F)C=2C=CC=1N(N2)C=CN1 7-(benzenesulfonyl)-N-(2-fluoro-2-methylpropyl)-5-imidazo[1,2-b]pyridazin-6-ylpyrrolo[2,3-d]pyrimidin-2-amine